3-(4-Trifluoromethylphenyl)pyrrolidine ethyl-1-(3,3-difluorocyclobutyl)-8-methoxy-9-(1-methyl-1H-pyrazol-3-yl)-5,6-dihydroimidazo[5,1-a]isoquinoline-3-carboxylate C(C)OC(=O)C1=NC(=C2N1CCC1=CC(=C(C=C21)C2=NN(C=C2)C)OC)C2CC(C2)(F)F.FC(C2=CC=C(C=C2)C2CNCC2)(F)F